C(CCC)N(CCCCCCN)CCCC N,N-dibutylhexamethylenediamine